FC(OC1=CC=C(OCC=2N=NN(C2)C2=CC=C(C=C2)O)C=C1)(F)F 4-(4-((4-(trifluoromethoxy)phenoxy)methyl)-1H-1,2,3-triazol-1-yl)phenol